C1(CC1)C(=O)NC1=CC(=C(N=N1)C(=O)NC([2H])([2H])[2H])NC1=C(C(=CC=C1)C1=NN(C=N1)C)OC 6-(cyclopropanecarboxamido)-4-((2-methoxy-3-(1-methyl-1H-1,2,4-triazol-3-yl)phenyl)amino)-N-(trideuteromethyl)pyridazine-3-carboxamide